O[C@@H](CN1N=CC(=C1)C=1C=C(C=2N(C1)N=CC2C#N)SC2=NC=CC=C2F)CO (S)-6-(1-(2,3-dihydroxypropyl)-1H-pyrazol-4-yl)-4-((3-fluoropyridin-2-yl)thio)pyrazolo[1,5-a]pyridine-3-carbonitrile